COC=1C=C2CCN([C@@H](C2=CC1N)C)C (R)-6-methoxy-1,2-dimethyl-1,2,3,4-tetrahydroisoquinolin-7-amine